7'-[2,6-difluoro-4-[2-(3-pyridyl)ethynyl]phenyl]-3'-(2-pyridyl)spiro[cyclopropane-1,5'-imidazo[1,2-a]imidazole]-6'-one FC1=C(C(=CC(=C1)C#CC=1C=NC=CC1)F)N1C(C2(N3C1=NC=C3C3=NC=CC=C3)CC2)=O